(1-cyclobutyl-6-(difluoromethoxy)-1H-indol-2-yl)carbamic acid tert-butyl ester C(C)(C)(C)OC(NC=1N(C2=CC(=CC=C2C1)OC(F)F)C1CCC1)=O